butyl-methyl-imidazole chloride salt [Cl-].C(CCC)C=1N=C(NC1)C